C[C@H]1N(CCC1)C1=CC2=C(C(=N1)CNC(OC)=O)CNC2=O (R)-methyl ((6-(2-methyl Pyrrolidin-1-yl)-1-oxo-2,3-dihydro-1H-pyrrolo[3,4-c]pyridin-4-yl)methyl)carbamate